N1N=C(C=C1N)N pyrazole-3,5-diamine